methyl 4-chloro-3-methylimidazo[1,5-a]quinoxaline-8-carboxylate ClC=1C=2N(C3=CC(=CC=C3N1)C(=O)OC)C=NC2C